(E)-1-(2,4-Dihydroxyphenyl)-3-[4-methoxy-3-[(4-methoxyphenoxy)methyl]phenyl]prop-2-en-1-one OC1=C(C=CC(=C1)O)C(\C=C\C1=CC(=C(C=C1)OC)COC1=CC=C(C=C1)OC)=O